C(CCCCCCC\C=C/CCCCCC)(=O)OCCCCCCCCCCCCCCCCCCCCCCCCCCCCCCCCC(CC)C 33-methylpentatriacontyl palmitoleate